BrC=1C=C(C=CC1OC)S(=O)(=O)N1CCC(CC1)C1=CC=C(C=C1)F 1-(3-Bromo-4-methoxy-phenyl)sulfonyl-4-(4-fluorophenyl)piperidine